NC1=NC=C(C2=C1C(=NN2[C@@H]2CN(CC2)C(=O)OC(C)(C)C)I)Cl (S)-tert-butyl 3-(4-amino-7-chloro-3-iodo-1H-pyrazolo[4,3-c]pyridin-1-yl)pyrrolidine-1-carboxylate